C(C)OC[C@H](C)NC1=NNC2=NC=CC(=C21)OC2=C(C=C(C=C2)NC(=O)C=2C(N(C=C(C2)C)C2=CC=C(C=C2)F)=O)F (S)-N-(4-((3-((1-ethoxypropan-2-yl)-amino)-1H-pyrazolo-[3,4-b]pyridin-4-yl)-oxy)-3-fluorophenyl)-1-(4-fluorophenyl)-5-methyl-2-oxo-1,2-dihydropyridine-3-carboxamide